FC1=C(C=C(C=C1)F)C([2H])([2H])Cl (2,5-difluorophenyl)(2H2)methyl chloride